6-cyclopentyl-4-phenoxy-pyridine-3-carboxylic acid methyl ester COC(=O)C=1C=NC(=CC1OC1=CC=CC=C1)C1CCCC1